(S)-2-(((4-(((R)-1-(2-fluoro-3-(trifluoromethyl)phenyl)ethyl)amino)-7-methoxy-2-Methylquinolin-6-yl)oxy)methyl)pyrroline-1-carboxylate FC1=C(C=CC=C1C(F)(F)F)[C@@H](C)NC1=CC(=NC2=CC(=C(C=C12)OCC=1N(CCC1)C(=O)[O-])OC)C